2-(3-(pyrrolidin-1-yl)propyl)-1,2,3,4-tetrahydrobenzofuro[3,2-c]pyridine N1(CCCC1)CCCN1CC2=C(CC1)OC1=C2C=CC=C1